COC([C@@H](NC(=O)OC(C)(C)C)CCSC)=O L-N-tert-butoxycarbonyl-methionine methyl ester